FCCCN1CCCC1 N-(3-FLUOROPROPYL)-PYRROLIDINE